O=C1NC2=CC=CC=C2C12COCC2 oxo-4,5-dihydro-2H-spiro[furan-3,3'-indoline]